2-[7-bromo-4-(fluoromethyl)-1-oxophthalazin-2-yl]-N-(5-fluoropyrimidin-2-yl)acetamide BrC1=CC=C2C(=NN(C(C2=C1)=O)CC(=O)NC1=NC=C(C=N1)F)CF